methyl 2-amino-6-(benzyloxy)-9-(3-chlorophenyl)-[1,2,4]triazolo[1,5-h][1,7]naphthyridine-5-carboxylate NC1=NN2C(=C(C=3C=CC(=NC3C2=N1)C1=CC(=CC=C1)Cl)OCC1=CC=CC=C1)C(=O)OC